2-(5-chloro-1,3-dihydroisoindol-2-yl)-8-(1-hydroxyethyl)-3,6-dimethylquinazolin-4-one ClC=1C=C2CN(CC2=CC1)C1=NC2=C(C=C(C=C2C(N1C)=O)C)C(C)O